COCCOC1=NN(C=C1C(=O)O)C 3-(2-methoxyethoxy)-1-methyl-1H-pyrazole-4-carboxylic acid